C1(CC1)C1=NC=NC(=C1C=1N=C(C2=C(N1)CN(CC2)C(=O)OC(C)(C)C)NCC2=CC=C(C=C2)C=2N(C=C(N2)C(F)(F)F)C)OC tert-butyl 2-(4-cyclopropyl-6-methoxypyrimidin-5-yl)-4-((4-(1-methyl-4-(trifluoromethyl)-1H-imidazol-2-yl)benzyl)amino)-5,6-dihydropyrido[3,4-d]pyrimidine-7(8H)-carboxylate